NC1C2=CC=CC=C2CC12CCN(CC2)C2=NC=C(C([C@H]2C)=O)SC2=C(C(=NC=C2)N)F (S)-2-(1-amino-1,3-dihydrospiro[inden-2,4'-piperidin]-1'-yl)-5-((2-amino-3-fluoropyridin-4-yl)thio)-3-methylpyridin-4(3H)-one